(3R,4S)-3-fluoro-1-(4-((5-isopropyl-8-((2R,3S)-2-methyl-3-(((R)-methyl-Sulfinyl)methyl)azetidin-1-yl)isoquinolin-3-yl)amino)pyrimidin-2-yl)piperidin-4-ol F[C@@H]1CN(CC[C@@H]1O)C1=NC=CC(=N1)NC=1N=CC2=C(C=CC(=C2C1)C(C)C)N1[C@@H]([C@H](C1)C[S@](=O)C)C